S(=O)(=O)(O)O.NC1=C2C(=NC=N1)N(N=C2C2=C(C=C(C=C2)OC2=CC=CC=C2)F)[C@H]2CN(CCC2)C(=O)C(C#N)=CC(C)(N2CCN(CC2)C2COC2)C.NC2=C1C(=NC=N2)N(N=C1C1=C(C=C(C=C1)OC1=CC=CC=C1)F)[C@H]1CN(CCC1)C(=O)C(C#N)=CC(C)(C)N1CCN(CC1)C1COC1 2-[(3R)-3-[4-amino-3-(2-fluoro-4-phenoxy-phenyl)-pyrazolo[3,4-d]pyrimidin-1-yl]piperidine-1-carbonyl]-4-methyl-4-[4-(oxetan-3-yl)-piperazin-1-yl]pent-2-enenitrile hemisulfate